S(=O)([O-])[O-].[Zn+2] zinc sulfite